Cl.FC1=C2C=CN(C2=CC(=C1OC=1C=CC(=C(C1)NN)F)F)S(=O)(=O)C1=CC=C(C=C1)C [5-[4,6-difluoro-1-(p-tolylsulfonyl)indol-5-yl]oxy-2-fluoro-phenyl]hydrazine hydrochloride